COC(C(=CC1=CC=C(C=C1)OC)C)=O methyl-p-methoxy-cinnamic acid methyl ester